4-[Cyclopropyl-(4-fluorophenyl)methyl]piperazine C1(CC1)C(N1CCNCC1)C1=CC=C(C=C1)F